F[C@H]1CN(CC1)CCC=O 3-((R)-3-fluoropyrrolidin-1-yl)propan-1-one